C(#N)C=1C(=NC(=NC1)NC=1C(=CC(=C(C1)NC(C=C)=O)N1C[C@@H]2CN(C[C@@H]2C1)C)OC)C1=CN(C2=CC=CC=C12)C1CC1 N-(5-((5-Cyano-4-(1-cyclopropyl-1H-indol-3-yl)pyrimidin-2-yl)amino)-4-methoxy-2-((3aR,6aS)-5-methylhexahydropyrrolo[3,4-c]pyrrol-2(1H)-yl)phenyl)acrylamide